(E)-1-(3-(1-acetylpiperidin-4-yl)acryloyl)-5,6-dihydropyridin-2(1H)-one C(C)(=O)N1CCC(CC1)/C=C/C(=O)N1C(C=CCC1)=O